C(#N)C1=C(C=C(C(=C1)F)OC)SC=1C=2N(C=C(C1)C=1C=NN(C1C)C1CCN(CC1)C)N=CC2C#N 4-((2-cyano-4-fluoro-5-methoxyphenyl)thio)-6-(5-methyl-1-(1-methylpiperidin-4-yl)-1H-pyrazol-4-yl)pyrazolo[1,5-a]pyridine-3-carbonitrile